CN([C@H]1C[C@H](CC1)NC(OC(C)(C)C)=O)S(=O)(=O)C1=C(C=CC=C1)[N+](=O)[O-] Tert-butyl {(1S,3R)-3-[methyl(2-nitrobenzene-1-sulfonyl)amino]cyclopentyl}carbamate